4-(3-(2,4-Difluoro-3-hydroxy-5-(trifluoromethyl)phenyl)-1-methyl-1H-pyrazolo[4,3-c]pyridin-6-yl)morpholin-3-one FC1=C(C=C(C(=C1O)F)C(F)(F)F)C1=NN(C2=C1C=NC(=C2)N2C(COCC2)=O)C